N[C@H](C(=O)O)CC1=CC(=C(C(=C1)Cl)OCC1=CC=CC2=CC=C(C=C12)C1=CC(=CC=C1)S(=O)(=O)O)Cl (S)-2-amino-3-(3,5-dichloro-4-((7-(3-sulfophenyl)naphthalen-1-yl)methoxy)phenyl)propanoic acid